The molecule is a 2,3-trans-enoyl CoA(4-) obtained by deprotonation of the phosphate and diphosphate OH groups of (2E,15Z,18Z,21Z,24Z,27Z)-triacontahexaenoyl-CoA; major species at pH 7.3. It is a conjugate base of a (2E,15Z,18Z,21Z,24Z,27Z)-triacontahexaenoyl-CoA. CC/C=C\\C/C=C\\C/C=C\\C/C=C\\C/C=C\\CCCCCCCCCCC/C=C/C(=O)SCCNC(=O)CCNC(=O)[C@@H](C(C)(C)COP(=O)([O-])OP(=O)([O-])OC[C@@H]1[C@H]([C@H]([C@@H](O1)N2C=NC3=C(N=CN=C32)N)O)OP(=O)([O-])[O-])O